N-[4-(3-Cyanophenyl)-5-(2-methoxy-6-methyl-4-pyridyl)thiazol-2-yl]-1-oxo-1,4-thiazinane-4-carboxamide C(#N)C=1C=C(C=CC1)C=1N=C(SC1C1=CC(=NC(=C1)C)OC)NC(=O)N1CCS(CC1)=O